N[C@@H]1CC[C@@H]2CN(C[C@@H]21)C(=O)OC(C)(C)C |r| rac-tert-butyl (3aR,4R,6aS)-4-amino-3,3a,4,5,6,6a-hexahydro-1H-cyclopenta[c]pyrrole-2-carboxylate